C[C@H]([C@@H](CC(=O)C(=O)O)O)O The molecule is a ketoaldonic acid comprising D-fuconic acid lacking the 3-hydroxy substituent and having a keto group at the 2-position. It is a ketoaldonic acid and a hexonic acid. It derives from a D-fuconic acid. It is a conjugate acid of a 2-dehydro-3-deoxy-D-fuconate.